C(C)N(CC)C1C(C(C2=CC=CC=C2C1=O)=O)=NC1=CC=CC=C1 diethylaminophenyliminonaphthoquinone